(S)-2-((5-chloro-3-cyano-4,6-dimethylpyridin-2-yl)amino)-N-(4-fluorophenyl)-N-methylpropanamide ClC=1C(=C(C(=NC1C)N[C@H](C(=O)N(C)C1=CC=C(C=C1)F)C)C#N)C